tridec-1-en-4-yl 2-(naphthalen-1-yl)acetate C1(=CC=CC2=CC=CC=C12)CC(=O)OC(CC=C)CCCCCCCCC